N1(N=NC2=C1N=CC=C2)OC(=[N+](C)C)N(C)C O-(7-Aza-1-benzotriazolyl)-N,N,N',N'-tetramethyluronium